FC1=C(C=CC=C1)NC(=O)[C@H]1C(N(C[C@@H]1C=1N(N=C(C1)C(F)(F)F)C)C)=O (3S,4R)-N-(2-fluorophenyl)-1-methyl-4-[2-methyl-5-(trifluoromethyl)pyrazol-3-yl]-2-oxo-pyrrolidine-3-carboxamide